(3,5-difluoropyridin-2-yl)methane-d methyl-(Z)-3-methoxy-2-[2-methyl-5-(3-propylpyrazol-1-yl)phenoxy]prop-2-enoate COC(/C(=C/OC)/OC1=C(C=CC(=C1)N1N=C(C=C1)CCC)C)=O.FC=1C(=NC=C(C1)F)C[2H]